COC(=O)C=1N(C2=C(C=C(C=C2C1C)F)F)C.C(#N)C(=C(C#N)C#N)C1=C(C=2NC3=CC=CC=C3C2C=C1)C tricyanovinyl-methyl-carbazole methyl-5,7-difluoro-1,3-dimethylindole-2-carboxylate